6-(prop-2-yloxy)-4-(tetrahydrofuran-2-ylmethoxy)quinoline-7-carboxamide CC(C)OC=1C=C2C(=CC=NC2=CC1C(=O)N)OCC1OCCC1